C(C1=CC=CC=C1)OC1=CC=C(C=C1)NC(=O)C=1C=C(N(C1C)C)C1=C(C(=O)O)C=C(C(=C1)F)OC 2-[4-({[4-(benzyloxy)phenyl]amino}carbonyl)-1,5-dimethyl-1H-pyrrol-2-yl]-4-fluoro-5-methoxybenzoic acid